FC(C=1C=C(C=CC1)C1=CC=C(C=C1)[C@H]1[C@@H](C1)NC1CNCCC1)(F)F N-((trans)-2-(3'-(trifluoromethyl)-[1,1'-biphenyl]-4-yl)cyclopropyl)piperidin-3-amine